FC(C)(F)C1=CC=C(C=C1)S(=O)(=O)N1N=C(C=2C(=CC=CC12)O)N1CC(C(C1)(F)F)(F)F 1-((4-(1,1-Difluoroethyl)phenyl)sulfonyl)-3-(3,3,4,4-tetrafluoropyrrolidin-1-yl)-1H-indazol-4-ol